N1=CC=CC2=CC3=NC=CC=C3C=C12 1,5-diazaanthracene